FC=1C=CC(=C(N)C1)C1=CC(=NC2=C(N=CC=C12)C1=CC=NN1C1OCCCC1)N1[C@@H](COCC1)C 5-fluoro-2-{2-[(3R)-3-methylmorpholin-4-yl]-8-[1-(tetrahydro-2H-pyran-2-yl)-1H-pyrazol-5-yl]-1,7-naphthyridin-4-yl}aniline